1-(5-chloro-2-fluorophenyl)-4-(2-fluorophenyl)-2,3-dimethoxynaphthalene ClC=1C=CC(=C(C1)C1=C(C(=C(C2=CC=CC=C12)C1=C(C=CC=C1)F)OC)OC)F